tert-butyl 4-[3-[3-[2-[6-methyl-7-oxo-1-(p-tolylsulfonyl)pyrrolo[2,3-c]pyridin-4-yl]phenoxy] phenyl]propyl]piperazine-1-carboxylate CN1C(C2=C(C(=C1)C1=C(OC=3C=C(C=CC3)CCCN3CCN(CC3)C(=O)OC(C)(C)C)C=CC=C1)C=CN2S(=O)(=O)C2=CC=C(C=C2)C)=O